C(C)(C)N1C(=NN=C1)C1=CC=CC(=N1)NC(=O)NC1=NN2C(C=CC(=C2)C=2CCNCC2)=C1 1-(6-(4-isopropyl-4H-1,2,4-triazol-3-yl)pyridin-2-yl)-3-(6-(1,2,3,6-tetrahydropyridin-4-yl)pyrazolo[1,5-a]pyridin-2-yl)urea